5-chloro-1H-pyrrolo[2,3-c]pyridin ClC=1C=C2C(=CN1)NC=C2